3-phenyl-6-ethynyl-1,2,4,5-tetrazine C1(=CC=CC=C1)C=1N=NC(=NN1)C#C